COC(C[C@H](O)C1=CC=C(C=C1)Cl)=O (S)-3-(4-chlorophenyl)-3-hydroxypropionic acid methyl ester